(7R,12bR)-7,8,9,10-tetrafluoro-1H,2H,3H,4H,6H,7H,12H,12bH-indolo[2,3-a]quinolizin-4-one F[C@@H]1C2=C([C@H]3CCCC(N3C1)=O)NC1=CC(=C(C(=C12)F)F)F